C(#C)C=1C=C2C(C(=CN(C2=CC1N1[C@H](CCC1)COC1=NC=CC=C1F)C1=NC=CN=C1)C(=O)O)=O 6-ethynyl-7-[(2R)-2-[[(3-fluoropyridin-2-yl)oxy]methyl]pyrrolidin-1-yl]-4-oxo-1-(pyrazin-2-yl)quinoline-3-carboxylic acid